[Cl-].[Cl-].[Zr+2].C1C(=CC2=CC=CC=C12)CC1C=CC2=CC=CC=C12.C1C(=CC2=CC=CC=C12)CC1C=CC2=CC=CC=C12 bis((2-indenyl)-(1-indenyl)-methane) zirconium dichloride